8-Chloro-1-methyl-4-[4-(5-methyl-1,3-benzoxazol-2-yl)piperidin-1-yl]-2-oxo-1,2-dihydroquinoline-3-carboxamide ClC=1C=CC=C2C(=C(C(N(C12)C)=O)C(=O)N)N1CCC(CC1)C=1OC2=C(N1)C=C(C=C2)C